OCCOC(=O)C1=CC2=CC=C(C=C2C=C1)C(=O)O.NC1C2=CC=CC=C2CC12CCN(CC2)C=2N=CC(=NC2CO)C=CC(=O)N 3-(5-(1-amino-1,3-dihydrospiro[indene-2,4'-piperidin]-1'-yl)-6-(hydroxymethyl)pyrazin-2-yl)acrylamide hydroxyethyl-2,6-naphthalenedicarboxylate